BrC=1C=C(C=C2C=CC=NC12)CC#N 2-(8-bromoquinolin-6-yl)acetonitrile